OCC=1C=2N(C=CC1)C(=CN2)C(=O)C2=C(C=CC=C2)O e-(8-hydroxymethylimidazo[1,2-a]pyridin-3-yl)(2-hydroxyphenyl)methanone